4-(6-Methyl-3-pyridinyl)thiazole-2-carbaldehyde CC1=CC=C(C=N1)C=1N=C(SC1)C=O